N-(5-(3-(2,2-dimethylpyrrolidin-1-yl)-2,2-dimethylpropanamido)-2-methylpyridin-3-yl)-2-(1-(2-methoxyethyl)-1H-pyrazol-4-yl)pyrazolo[5,1-b]thiazole-7-carboxamide CC1(N(CCC1)CC(C(=O)NC=1C=C(C(=NC1)C)NC(=O)C=1C=NN2C1SC(=C2)C=2C=NN(C2)CCOC)(C)C)C